C1(=CC=CC=C1)N(C1=CC=C(C2=CC=C(N(C3=CC=CC4=CC=CC=C34)C3=CC=CC=C3)C=C2)C=C1)C1=CC=CC2=CC=CC=C12 diphenyl-N,N'-di(alpha-naphthyl)benzidine